ClC=1C=C(OC2=C(C=C(C=N2)NC(CC2=C(C=CC=C2)C(F)(F)F)=O)S(N)(=O)=O)C=CC1 N-[6-(3-chlorophenoxy)-5-sulfamoylpyridin-3-yl]-2-[2-(trifluoromethyl)phenyl]-acetamide